ClC1=C(C=C2C(=NC(=NC2=C1)O)O)OCC 7-chloro-6-ethoxyquinazoline-2,4-diol